C1(=CC=CC=C1)C(=O)N1CCN(CC1)CCCCC1=CC=CC=C1 Phenyl-[4-(4-phenylbutyl)piperazin-1-yl]methanone